C1(CC1)C1=CC=C2C(NC(N(C2=C1)C=1C(=NC=CC1)C(F)(F)F)=O)=O 7-cyclopropyl-1-(2-(trifluoromethyl)pyridin-3-yl)quinazoline-2,4(1H,3H)-dione